4-(1-(1-propenylpiperidin-3-yl)-5-aminoimidazo[1,5-c]pyrimidin-3-yl)-N-(4-cyclopropylpyridin-2-yl)-2-fluorobenzamide C(=CC)N1CC(CCC1)C=1N=C(N2C(=NC=CC21)N)C2=CC(=C(C(=O)NC1=NC=CC(=C1)C1CC1)C=C2)F